chloro-N-[4-(4-{[3-(dimethylamino)-2,2-difluoropropyl]amino}-3-methyl-1H-pyrazolo[3,4-d]pyrimidin-6-yl)phenyl]-2-fluorobenzenesulfonamide ClC=1C(=C(C=CC1)S(=O)(=O)NC1=CC=C(C=C1)C1=NC(=C2C(=N1)NN=C2C)NCC(CN(C)C)(F)F)F